C(=O)C=1N=CC(=NC1)C1=C2CCN(C2=CC=C1)C=1C=C(C=2N(N1)C(=CN2)C(=O)N[C@H]2[C@@H](CC2)OC)N(C)CC2=CC=C(C=C2)OC 6-[4-(5-formylpyrazin-2-yl)-2,3-dihydroindol-1-yl]-N-[(1R,2R)-2-methoxycyclobutyl]-8-{[(4-methoxyphenyl)methyl](methyl)amino}imidazo[1,2-b]pyridazine-3-carboxamide